BrC(C)(O)I bromoiodoethanol